trimethoxy(3-phenanthryl)silane CO[Si](C=1C=CC=2C=CC3=CC=CC=C3C2C1)(OC)OC